ClC1=C2C(N(C(=NC2=CC=C1)[C@@H]1C[C@@H](CN1C1=NC(=NC(=C1C#N)N)N)C1=CC=C(C=C1)NO)C)=O (3R,5S)-5-(5-chloro-3-methyl-4-oxo-3,4-dihydroquinazolin-2-yl)-1-(2,6-diamino-5-cyanopyrimidin-4-yl)pyrrolidin-3-yl-(4-(hydroxyamino)benzene)